N-[6-(difluoromethyl)-2-pyridinyl]-2-[1-[2-[4-[4-(2,6-dioxo-3-piperidinyl)-2,5-difluoro-phenyl]-1-piperidinyl]acetyl]-4-piperidinyl]-7-isopropoxy-imidazo[1,2-a]pyridine-6-carboxamide FC(C1=CC=CC(=N1)NC(=O)C=1C(=CC=2N(C1)C=C(N2)C2CCN(CC2)C(CN2CCC(CC2)C2=C(C=C(C(=C2)F)C2C(NC(CC2)=O)=O)F)=O)OC(C)C)F